(2S,4S)-4-Fluoro-1-(toluene-4-sulfonyl)-pyrrolidine-2-carboxylic acid benzofuran-6-ylmethyl-(4,4-dimethyl-cyclohexyl)-amide O1C=CC2=C1C=C(C=C2)CN(C(=O)[C@H]2N(C[C@H](C2)F)S(=O)(=O)C2=CC=C(C)C=C2)C2CCC(CC2)(C)C